C(C)(=O)OC(C(=O)O)C1=C(C=CC=C1)Cl 2-acetoxy-2-(2-chlorophenyl)acetic acid